FC1=C(C(=CC=C1)C)NC1=NC(=NC=C1C(=O)N)NC1=CC=C(C=C1)S(=O)(=O)C 4-[(2-fluoro-6-methylphenyl)amino]-2-{[4-(methylsulfonyl)phenyl]amino}pyrimidine-5-carboxamide